N-(5-chloro-6-(2H-1,2,3-triazol-2-yl)pyridin-3-yl)-1-(6-methylisoquinolin-4-yl)-5-(trifluoromethyl)-1H-pyrazole-4-carboxamide ClC=1C=C(C=NC1N1N=CC=N1)NC(=O)C=1C=NN(C1C(F)(F)F)C1=CN=CC2=CC=C(C=C12)C